ClC1=C(C[C@H]2NC(=NOC2)C2=CC=3N(N=C2OC2=CC(=CC=C2)C2CC2)C=CC3)C=CC(=C1)C |r| 3-[(5RS)-5-(2-chloro-4-methylbenzyl)-5,6-dihydro-4H-1,2,4-oxadiazin-3-yl]-2-(3-cyclopropylphenoxy)pyrrolo[1,2-b]pyridazine